DiMethyl-Aluminum Hydride C[AlH]C